di-tert-butyl ((5S,6R)-5-(((2-chloro-4-(N-(2,4-dimethoxybenzyl)-N-(1,2,4-thiadiazol-5-yl)sulfamoyl)-5-fluorophenyl)amino)methyl)-7-cyclopropyl-3,3-dimethylheptane-1,6-diyl)dicarbamate ClC1=C(C=C(C(=C1)S(N(C1=NC=NS1)CC1=C(C=C(C=C1)OC)OC)(=O)=O)F)NC[C@H](CC(CCNC(OC(C)(C)C)=O)(C)C)[C@@H](CC1CC1)NC(OC(C)(C)C)=O